FC(C=1C=C(C=C(C1)C(F)(F)F)[Mg]Cl)(F)F 3,5-bis(trifluoromethyl)phenyl-magnesium chloride